CN(CCNC(=O)C1=C(C(=O)O)C=CC(=C1C(=O)O)C(=O)NCCN(C)C)C 2,4-bis{(β-(dimethylamino)ethyl)aminocarbonyl}isophthalic acid